COC(=O)C1=C(C2=C(OC(O2)(C)[C@@H]2CC[C@H](CC2)NC(=O)OC(C)(C)C)C(=C1)Br)C.C(C=C)C=1C=C(C=CC1OC1=CC=C(C=C1)N)C1=CC(=C(C=C1)OC1=CC=C(C=C1)N)CC=C 3,3'-diallyl-4,4'-di(4-aminophenoxy)biphenyl methyl-7-bromo-2-(trans-4-((tert-butoxycarbonyl)amino)cyclohexyl)-2,4-dimethylbenzo[d][1,3]dioxole-5-carboxylate